7-Amino-6-(3-hydroxy-2,6-dimethylphenyl)-4-({[(3R)-1-methyltetrahydro-1H-pyrrol-3-yl]methyl}oxy)furo[2,3-d]pyrrolo[2,3-b]pyridine-8-carboxamide NC1=C(C=2C(=NC(=C3C2OC=C3)OC[C@H]3CN(CC3)C)N1C1=C(C(=CC=C1C)O)C)C(=O)N